NCC=1C=NC(=NC1)C1=C(C=C(C#N)C=C1)OC1=CN=NC(=C1)N1CCCCC1 4-[5-(aminomethyl)pyrimidin-2-yl]-3-(6-piperidin-1-ylpyridazin-4-yl)oxybenzonitrile